N1=C(C=CC=C1)C1=C(NC=2C1=NC=CC2)C2=CC(=NC=C2)NC(CC=2SC=CN2)=O N-[4-[3-(2-pyridyl)-1H-pyrrolo[3,2-b]pyridin-2-yl]-2-pyridyl]-2-thiazol-2-yl-acetamide